Cl.NCC1CCN(CC1)C1=CC2=C(C(N(N=C2)C)=O)C(=N1)OC 7-(4-(aminomethyl)piperidin-1-yl)-5-methoxy-3-methylpyrido[3,4-d]pyridazin-4(3H)-one HCl